2-(4-((((2-(2,6-dioxopiperidin-3-yl)-1-oxoisoindolin-5-yl)methyl)(methyl)amino)methyl)phenyl)-5-fluorobenzofuran-7-carboxamide O=C1NC(CCC1N1C(C2=CC=C(C=C2C1)CN(C)CC1=CC=C(C=C1)C=1OC2=C(C1)C=C(C=C2C(=O)N)F)=O)=O